ClC1=C(C=O)C=CC(=C1)OC1=NC=CC(=C1F)C 2-chloro-4-((3-fluoro-4-methylpyridin-2-yl)Oxy)benzaldehyde